ClC=1C=C2C(C(=CN(C2=CC1N1[C@H](CCC1)COC1=NC=CC=C1Cl)C=1C=NC(=CC1)C1(COC1)O)C(=O)O)=O (R)-6-chloro-7-(2-(((3-chloropyridin-2-yl)oxy)methyl)pyrrolidin-1-yl)-1-(6-(3-hydroxy-oxetan-3-yl)pyridin-3-yl)-4-oxo-1,4-dihydroquinoline-3-carboxylic acid